FC1=C(C(=C(C=C1N1N=C(C=2C1=CN=C(C2)N2CCN(C1(C2)CCCCC1)S(=O)(=O)C)C)C(F)(F)F)F)O 2,6-Difluoro-3-(3-methyl-5-(1-(methylsulfonyl)-1,4-diazaspiro[5.5]undecan-4-yl)-1H-pyrazolo[3,4-c]pyridin-1-yl)-5-(trifluoromethyl)phenol